(R)-2-(4-methylphenyl-sulphonylamino)-3-phenylpropionyl chloride CC1=CC=C(C=C1)S(=O)(=O)N[C@@H](C(=O)Cl)CC1=CC=CC=C1